2,5-bis(ethoxydimethylsilyl)furan C(C)O[Si](C=1OC(=CC1)[Si](C)(C)OCC)(C)C